2-(1-hydroxy-1-methyl-ethyl)-4-phenoxy-pyrimidine-5-carboxylic acid ethyl ester C(C)OC(=O)C=1C(=NC(=NC1)C(C)(C)O)OC1=CC=CC=C1